OC=1C(=NC(=CC1OC)\C=C\C1=CC=C(C=C1)OC)NS(=O)(=O)C=C (E)-N-(3-hydroxy-4-methoxy-6-(4-methoxystyryl)pyridin-2-yl)ethenesulfonamide